[Li].FC(OC1=CC=2PC3=CC=CC=C3C2C=C1)(F)F 2-trifluoromethoxy-9-phosphafluorene lithium salt